C=CC=CC=CCCCCCC dodecatrien